N-[[(6R,7aS)-6-(2,3-dichloro-6-methoxyphenyl)-3-oxo-tetrahydro-1H-pyrrolo[1,2-c][1,3]oxazol-1-yl]methyl]-2-methoxyacetamide ClC1=C(C(=CC=C1Cl)OC)[C@H]1C[C@@H]2N(C(OC2CNC(COC)=O)=O)C1